N1C(CNCC1)CC#N 2-piperazinacetonitril